O1CCC12CC(NCC2)C2=CC=C(C(=O)OC)C=C2 methyl 4-(1-oxa-7-azaspiro[3.5]nonan-6-yl)benzoate